tert-Butyl (2-(2-(2-(2-aminoethoxy)ethoxy)ethoxy)ethyl)carbamate NCCOCCOCCOCCNC(OC(C)(C)C)=O